methyl 5-formylpicolinate C(=O)C=1C=CC(=NC1)C(=O)OC